FCC(CN(CCC(C(=O)O)NC(CC=1C=NC=NC1)=O)CCCCC1=NC=2NCCCC2C=C1)OC 4-[[3-fluoro-2-methoxy-propyl]-[4-(5,6,7,8-tetrahydro-1,8-naphthyridin-2-yl)butyl]amino]-2-[(2-pyrimidin-5-ylacetyl)amino]butanoic acid